N-(t-butoxycarbonyl)-di-n-octylamine C(C)(C)(C)OC(=O)N(CCCCCCCC)CCCCCCCC